(trifluoromethyl)[1,2,4]triazolo[1,5-c]quinazoline FC(F)(F)C1=NN2C=NC=3C=CC=CC3C2=N1